2-(4-hydroxytetrahydro-2H-pyran-4-yl)-1-(3-methyl-azetidin-1-yl)ethan-1-one OC1(CCOCC1)CC(=O)N1CC(C1)C